N1=CC(=CC=C1)C1N=C2C=CC=C(C2=C1)C(=O)N 2-(3-pyridyl)-2H-indole-4-carboxamide